6-benzhydryl-11-hydroxy-5,5-dimethyl-5,6-dihydro-10H-imidazo[1,2-d]pyrido[2,1-f][1,2,4]triazin-10-one C(C1=CC=CC=C1)(C1=CC=CC=C1)N1N2C(C=3N(C1(C)C)C=CN3)=C(C(C=C2)=O)O